(2S,4R)-4-((tert-butyldimethylsilyl)oxy)-1-((S)-2-(4-((1r,4S)-4-formylcyclohexyl)-1H-1,2,3-triazol-1-yl)-3-methylbutanoyl)-N-methylpyrrolidine-2-carboxamide [Si](C)(C)(C(C)(C)C)O[C@@H]1C[C@H](N(C1)C([C@H](C(C)C)N1N=NC(=C1)C1CCC(CC1)C=O)=O)C(=O)NC